(S)-3-((4-amino-1-((2-(trimethylsilyl)ethoxy)methyl)-1H-pyrazol-5-yl)oxy)-2-((tert-butoxycarbonyl)amino)propanoic acid NC=1C=NN(C1OC[C@@H](C(=O)O)NC(=O)OC(C)(C)C)COCC[Si](C)(C)C